4-[1-[[4-[2-(3-Methoxyphenoxy)ethyl-methyl-amino]tetrahydropyran-4-carbonyl]amino]cyclopropyl]benzoic acid, hydrochloride Cl.COC=1C=C(OCCN(C2(CCOCC2)C(=O)NC2(CC2)C2=CC=C(C(=O)O)C=C2)C)C=CC1